1-(tert-butyl) 3-methyl (5S)-3-((6-((tert-butoxycarbonyl)amino)pyridazin-3-yl)methyl)-2-oxo-5-(trifluoromethyl)pyrrolidine-1,3-dicarboxylate C(C)(C)(C)OC(=O)NC1=CC=C(N=N1)CC1(C(N([C@@H](C1)C(F)(F)F)C(=O)OC(C)(C)C)=O)C(=O)OC